1-[4-(Pentafluoro-λ6-sulfanyl)phenyl]methanamine FS(C1=CC=C(C=C1)CN)(F)(F)(F)F